(2R)-N-(3-((1-(2-(1H-1,2,3-triazol-1-yl)quinolin-4-yl)ethyl)carbamoyl)-4-methylphenyl)piperidine-2-carboxamide N1(N=NC=C1)C1=NC2=CC=CC=C2C(=C1)C(C)NC(=O)C=1C=C(C=CC1C)NC(=O)[C@@H]1NCCCC1